6-Fluoro-2-methoxy-3-(2,2,2-trifluoro-1-(methoxy-d3)ethyl)benzonitrile FC1=CC=C(C(=C1C#N)OC)C(C(F)(F)F)OC([2H])([2H])[2H]